C(CCC(=O)O)(=O)O.COC=1C=C(N=NC1OC)C1=CC=C(C=C1)CN[C@@H]1C[C@@H]([C@@H](C1)O)N(C=1C2=C(N=CN1)SC(=C2)CC(F)(F)F)C (1R,2S,4R)-4-({[4-(5,6-dimethoxypyridazin-3-yl)phenyl]methyl}amino)-2-{methyl[6-(2,2,2-trifluoroethyl)thieno[2,3-d]pyrimidin-4-yl]amino}cyclopentan-1-ol succinate